C1(CC1)C1=CC(=NN1)NC1=NC(=NC2=CC=CC=C12)N1C2CC(C1)(C2)CO [2-[4-[(5-Cyclopropyl-1H-pyrazol-3-yl)amino]quinazolin-2-yl]-2-azabicyclo[2.1.1]hexan-4-yl]methanol